(9H-fluoren-9-yl)methyl-((R)-1-(((R)-1-(methylamino)-1-oxo-3-(tritylthio)prop-2-yl)amino)-1-oxo-3-(tritylthio)prop-2-yl)carbamic acid C1=CC=CC=2C3=CC=CC=C3C(C12)CN(C(O)=O)[C@H](C(=O)N[C@H](C(=O)NC)CSC(C1=CC=CC=C1)(C1=CC=CC=C1)C1=CC=CC=C1)CSC(C1=CC=CC=C1)(C1=CC=CC=C1)C1=CC=CC=C1